methyl (4-((1-isopropyl-8-(pyridin-3-yl)-1H-pyrazolo[3,4-d]pyrrolo[1,2-b]pyridazin-3-yl)amino)cyclohexyl)carbamate C(C)(C)N1N=C(C2=C1C=1N(N=C2)C=C(C1)C=1C=NC=CC1)NC1CCC(CC1)NC(OC)=O